C(C)C=1C(=NC=NC1)N1CCN(CC1)C(=O)C=1NC2=CC(=CC=C2C1)COCCOC 2-[4-(5-ethylpyrimidin-4-yl)piperazine-1-carbonyl]-6-[(2-methoxyethoxy)methyl]-1H-indole